2-bromo-6-methyl-pyridin-3-ol BrC1=NC(=CC=C1O)C